tert-butyl [(4-acetylbicyclo[2.2.2]octan-1-yl)methyl]carbamate C(C)(=O)C12CCC(CC1)(CC2)CNC(OC(C)(C)C)=O